C1(CCC1)N1N=CC(=C1)C1COC2=C(O1)C(=CC(=C2)CN2C=NC=1C2=NC=CC1)OC 3-((2-(1-cyclobutyl-1H-pyrazol-4-yl)-8-methoxy-2,3-dihydrobenzo[b][1,4]dioxin-6-yl)methyl)-3H-imidazo[4,5-b]pyridine